(E)-4-((4-(4-(1H-1,2,3-triazol-1-yl)butyl)phenoxy)methyl)-2-(4-fluorostyryl)oxazole N1(N=NC=C1)CCCCC1=CC=C(OCC=2N=C(OC2)\C=C\C2=CC=C(C=C2)F)C=C1